CC1=NC(=CC=C1C)C 2,3,6-trimethylpyridine